FC(C(=O)O)(F)F.C(C)(=O)N[C@@H](CSC1=C(N=C(NC1=O)N)NCC1=CC=C(C=C1)F)C(=O)NCCOCCOCCOCOCCCOCCCCCCCl N2-acetyl-S-(2-amino-4-((4-fluorobenzyl)amino)-6-oxo-1,6-dihydropyrimidin-5-yl)-N-(21-chloro-3,6,9,11,15-pentaoxahenicos-1-yl)-L-cysteinamide trifluoroacetic acid salt